4-((2R,4R)-4-((2,2-difluorocyclopropyl)methoxy)-1-((5-methoxy-7-methyl-1H-indol-4-yl)methyl)piperidin-2-yl)benzoic acid FC1(C(C1)CO[C@H]1C[C@@H](N(CC1)CC1=C2C=CNC2=C(C=C1OC)C)C1=CC=C(C(=O)O)C=C1)F